NC=1C(=NN(C1Cl)CC1=C(C=CC=C1)F)C(=O)NC1[C@H]2COC[C@@H]12 4-amino-N-((1R,5S,6r)-3-oxabicyclo[3.1.0]hexan-6-yl)-5-chloro-1-(2-fluorobenzyl)-1H-pyrazole-3-carboxamide